N[C@@H](CCCCN)C(=O)N L-lysinamid